(-)-(R*)-2-[1-(4-Methoxyphenyl)-2-nitroethyl]malonic Acid Dimethyl Ester COC(C(C(=O)OC)[C@@H](C[N+](=O)[O-])C1=CC=C(C=C1)OC)=O |o1:8|